FC(OC=1C=C(C=CC1)C1=NN(C=2C1=NC=C(C2)C(=O)NC2(CCC2)CO)C(C)C)F 3-(3-(difluoromethoxy)phenyl)-N-(1-(hydroxymethyl)cyclobutyl)-1-isopropyl-1H-pyrazolo[4,3-b]pyridine-6-carboxamide